2-phenyl-1-(spiro[3.3]heptan-2-yl)ethanol C1(=CC=CC=C1)CC(O)C1CC2(C1)CCC2